OCCN1CCN(CC1)CC1=CC=C(CNC2=C3C(N(C(=NC3=CC=C2)C)C2C(NC(CC2)=O)=O)=O)C=C1 3-(5-((4-((4-(2-hydroxyethyl)piperazin-1-yl)methyl)benzyl)amino)-2-methyl-4-oxoquinazolin-3(4H)-yl)piperidine-2,6-dione